1-(tert-butyl) 3-methyl 2-(3,3',4'-trifluoro-[1,1'-biphenyl]-4-yl)malonate FC=1C=C(C=CC1C(C(=O)OC(C)(C)C)C(=O)OC)C1=CC(=C(C=C1)F)F